3-hexadecyloxyethyleneoxide CCC(CCCCCCCCCCCCC)OC1CO1